C(=C)C1=CC(=C2CNC(C2=C1)=O)OC 6-vinyl-4-methoxy-2,3-dihydro-isoindol-1-one